[7-[6-[cyclobutyl(methyl)amino]pyrazin-2-yl]-3-isobutyl-azepan-2-yl]methanol C1(CCC1)N(C1=CN=CC(=N1)C1CCCC(C(N1)CO)CC(C)C)C